C(#N)C(C)(C)NC(=O)C=1C=2C[C@@H]3[C@H](C2N(N1)C1=NC=CC(=C1)C(F)(F)F)C3 (1aR,5aR)-2-(4-Trifluoromethyl-pyridin-2-yl)-1a,2,5,5a-tetrahydro-1H-2,3-diaza-cyclopropa[a]pentalene-4-carboxylic acid (cyano-dimethyl-methyl)-amide